4-((3,4-Dichloro-2-hydroxy-5-oxo-2,5-dihydro-1H-pyrrol-1-yl)methyl)benzoic acid ClC=1C(N(C(C1Cl)=O)CC1=CC=C(C(=O)O)C=C1)O